2-(3,4-dimethoxyphenyl)-8-methyl-6-(4-(4-(oxetan-3-yl)piperazin-1-yl)phenyl)imidazo[1,2-a]pyridine COC=1C=C(C=CC1OC)C=1N=C2N(C=C(C=C2C)C2=CC=C(C=C2)N2CCN(CC2)C2COC2)C1